4-(6-(6-(Difluoromethyl)imidazo[1,2-b]pyridazin-3-yl)pyrimidin-4-yl)hexahydropyrrolo[3,4-b][1,4]oxazine-6(2H)-sulfonamide FC(C=1C=CC=2N(N1)C(=CN2)C2=CC(=NC=N2)N2C1C(OCC2)CN(C1)S(=O)(=O)N)F